IC1=CN(C=2N=CN=C(C21)N)C2CN(CC2)C 5-IODO-7-(1-METHYLPYRROLIDIN-3-YL)-7H-PYRROLO[2,3-D]PYRIMIDIN-4-AMINE